(R)-N-(amino(4-((dimethylamino)methyl)phenyl)(oxo)-λ6-sulfaneylidene)-2-(4,6-diisopropyl-1,3-dihydroisobenzofuran-5-yl)acetamide N[S@](=NC(CC=1C(=C2COCC2=CC1C(C)C)C(C)C)=O)(=O)C1=CC=C(C=C1)CN(C)C